ClC=1SC(=CN1)CN1/C(/NCC1)=C(\C=C\C1=CC(=CC=C1)OC)/[N+](=O)[O-] 2-chloro-5-(((E)-2-((E)-3-(3-methoxyphenyl)-1-nitroallylidene)imidazolidin-1-yl)methyl)thiazole